OCCN1N=C(C=C1)C#N 1-(2-Hydroxyethyl)-1H-pyrazole-3-carbonitrile